C=C1NC(NC1)=O (methylene)(imidazolidin-2-one)